thiazolo[5,4-d]pyrimidine-5,7-diol N1=CSC=2N=C(N=C(C21)O)O